21-(2-((1,2-Dimethylhydrazino)methyl)-1H-indol-1-yl)-2,3-dimethyl-4,19-dioxo-14-thioxo-7,10-dioxa-3,13,15,18-tetraazaheneicosane-1-oic acid CN(NC)CC=1N(C2=CC=CC=C2C1)CCC(NCCNC(NCCOCCOCCC(N(C(C(=O)O)C)C)=O)=S)=O